N1=C(OC2=NC=CC=C21)N2CC(CC2)C(CC#N)N2N=CC(=C2)C=2C1=C(N=CN2)NC=C1 3-(1-[1,3]oxazolo[5,4-b]pyridin-2-ylpyrrolidin-3-yl)-3-[4-(7H-pyrrolo[2,3-d]pyrimidin-4-yl)-1H-pyrazol-1-yl]propionitrile